CC(C)(C)[S@@](=O)N[C@@H](C)C1=CNC(C=C1)=O |o1:4| rel-(R*)-2-methyl-N-((S)-1-(6-oxo-1,6-dihydropyridin-3-yl)ethyl)propane-2-sulfinamide